CC1=C(C=CC=C1NC(C1=NC=C(C=C1)CN=[N+]=[N-])=O)C1=C(C(=CC=C1)NC(C1=NC=C(C=C1)CN=[N+]=[N-])=O)C N,N'-(2,2'-Dimethyl-[1,1'-biphenyl]-3,3'-diyl)bis(5-(azidomethyl)picolinamide)